N(=[N+]=[N-])CC1(CN(C=2N(C1)N=CC2)C2=CC=C(C=C2)C(F)(F)F)C 6-(azidomethyl)-6-methyl-4-(4-(trifluoromethyl)phenyl)-4,5,6,7-tetrahydropyrazolo[1,5-a]pyrimidine